ClC=1C=CC(=C(C1)CCOCC1=C(C=CC(=C1)B1OC(C(O1)(C)C)(C)C)CC(=O)OCC)COC1=NC(=CC=C1)Cl Ethyl 2-[2-[2-[5-chloro-2-[(6-chloro-2-pyridyl)oxymethyl]phenyl]ethoxymethyl]-4-(4,4,5,5-tetramethyl-1,3,2-dioxaborolan-2-yl)phenyl]acetate